CC(C=O)C(=O)[O-] The molecule is the conjugate base of 2-methyl-3-oxopropanoic acid; major species at pH 7.3. It has a role as a human metabolite. It is a conjugate base of a 2-methyl-3-oxopropanoic acid.